C(\C=C/C(=O)OCCCC)(=O)OCCCC di(n-butyl) maleate